6-(3,4-dimethoxyfurfurylamino)-9-β-D-arabinofuranosylpurine COC1=C(CNC2=C3N=CN(C3=NC=N2)[C@H]2[C@@H](O)[C@H](O)[C@H](O2)CO)OC=C1OC